C(C)(C)(C)OC(N[C@@H]1C2=CC=C(C=C2CC12CCN(CC2)C2=NC1=C(C=3N2C=CN3)C(=NN1CC1=CC=C(C=C1)OC)I)F)=O (S)-(5-fluoro-1'-(9-iodo-7-(4-methoxybenzyl)-7H-imidazo[1,2-c]pyrazolo[4,3-e]pyrimidin-5-yl)-1,3-dihydrospiro[inden-2,4'-piperidin]-1-yl)carbamic acid tert-butyl ester